CC1=C(C(=CC(=C1)OCC#C)C)N1C(C=CC1=O)=O 1-(2,6-dimethyl-4-(prop-2-yn-1-yloxy)phenyl)-1H-pyrrole-2,5-dione